1-(5-(4-((2,4-dimethoxybenzyl)amino)-7-methyl-7H-pyrrolo[2,3-d]pyrimidin-5-yl)imidazo[1,2-a]pyridin-8-yl)-3-(5-(1-(trifluoromethyl)cyclopropyl)isoxazol-3-yl)urea COC1=C(CNC=2C3=C(N=CN2)N(C=C3C3=CC=C(C=2N3C=CN2)NC(=O)NC2=NOC(=C2)C2(CC2)C(F)(F)F)C)C=CC(=C1)OC